FC(CC1=CC=C(C=C1)C1CN(C1)C(=O)N1CC(CC1)C1NC(OC1)=O)(F)F 4-[1-[3-[4-(2,2,2-Trifluoroethyl)phenyl]azetidine-1-carbonyl]pyrrolidin-3-yl]oxazolidin-2-one